tert-Butyl (1S,4s)-4-(5-(((1S,2R,3S,4R)-3-((2,2-dimethylbutyl)carbamoyl)bicyclo[2.2.1]heptan-2-yl)carbamoyl)-2-fluoro-4-methoxyphenoxy)-1-methylcyclohexane-1-carboxylate CC(CNC(=O)[C@@H]1[C@@H]([C@H]2CC[C@@H]1C2)NC(=O)C=2C(=CC(=C(OC1CCC(CC1)(C(=O)OC(C)(C)C)C)C2)F)OC)(CC)C